sodium fluoroarsenate [As]([O-])([O-])(=O)F.[Na+].[Na+]